4-(4-((1R,5S)-8-oxa-3-azabicyclo[3.2.1]octan-3-yl)-8-fluoro-2-(4-hydroxy-4-methylpiperidin-1-yl)pyrido[4,3-d]pyrimidin-7-yl)-5-ethynyl-6-fluoro-2-naphthonitrile [C@H]12CN(C[C@H](CC1)O2)C=2C1=C(N=C(N2)N2CCC(CC2)(C)O)C(=C(N=C1)C1=CC(=CC2=CC=C(C(=C12)C#C)F)C#N)F